ClC=1C=C(C=CC1N1C(N(C=C1)C)=O)C1=C(C(=NC(=C1)C)C1=CN(C(C=C1)=O)C1CCN(CC1)C(C)C)O 4-(3-chloro-4-(3-methyl-2-oxo-2,3-dihydro-1H-imidazol-1-yl)phenyl)-3-hydroxy-1'-(1-isopropylpiperidin-4-yl)-6-methyl-[2,3'-bipyridin]-6'(1'H)-one